FC1(C2(CC2CO)CCN(C1)C(=O)OC(C)(C)C)F tert-Butyl 4,4-difluoro-1-(hydroxymethyl)-6-azaspiro[2.5]octane-6-carboxylate